ClC=1C(=NC(=NC1)NC1=C(C=C(C(=C1)C)C=1C[C@@H](N([C@@H](C1)C1CC1)C)C1CC1)OC(C)C)NC1=C(C=CC=C1)S(=O)(=O)C(C)C 5-chloro-N2-(4-((2R,6R)-2,6-dicyclopropyl-1-methyl-1,2,3,6-tetrahydropyridin-4-yl)-2-isopropoxy-5-methyl-phenyl)-N4-(2-(isopropylsulfonyl)phenyl)pyrimidine-2,4-diamine